C1(CCC1)C#CC1=CC=C(OC2=C(N=NN2)C(=O)O)C=C1 5-(4-(2-Cyclobutylethynyl)phenoxy)-1H-1,2,3-triazole-4-carboxylic acid